O=C1NC(CCC1N1C(C2=CC=C(C=C2C1=O)N([C@@H]1[C@H](CCCC1)NC)C)=O)=O 2-(2,6-dioxopiperidin-3-yl)-5-(methyl-((1s,2s)-2-(methylamino)cyclohexyl)amino)-isoindoline-1,3-dione